5-azidopentan N(=[N+]=[N-])CCCCC